OCC1=CC=C2C(=N1)NC=C2C=2C=C1N(CCNC1=O)C2 7-(6-(hydroxymethyl)-1H-pyrrolo[2,3-b]pyridin-3-yl)-3,4-dihydropyrrolo[1,2-a]pyrazin-1(2H)-one